C1=C(C=CC2=CC=CC=C12)N naphthalene-2-Amine